benzo[b]thiophen-2-yl-(1-(cyclopropylmethyl)piperidin-3-yl)methanone S1C2=C(C=C1C(=O)C1CN(CCC1)CC1CC1)C=CC=C2